2-(1H-indol-1-yl)-6-methoxy-4-(piperidin-1-yl)-7-(3-(pyrrolidin-1-yl)propoxy)quinazoline N1(C=CC2=CC=CC=C12)C1=NC2=CC(=C(C=C2C(=N1)N1CCCCC1)OC)OCCCN1CCCC1